3-((4-(4-((1-(2-(4-(4-amino-3-(4-phenoxyphenyl)-1H-pyrazolo[3,4-d]pyrimidin-1-yl)piperidin-1-yl)ethyl)piperidin-4-yl)methyl)piperazin-1-yl)phenyl)amino)piperidine-2,6-dione NC1=C2C(=NC=N1)N(N=C2C2=CC=C(C=C2)OC2=CC=CC=C2)C2CCN(CC2)CCN2CCC(CC2)CN2CCN(CC2)C2=CC=C(C=C2)NC2C(NC(CC2)=O)=O